(2-Fluoro-3-methoxyphenyl)boronic acid FC1=C(C=CC=C1OC)B(O)O